(2S)-5-amino-5-oxo-2-(4-phenylbutanoylamino)pentanoic acid NC(CC[C@@H](C(=O)O)NC(CCCC1=CC=CC=C1)=O)=O